methyl 3-cyclopentene-1,1-dicarboxylate C1(CC=CC1)(C(=O)OC)C(=O)[O-]